rac-tert-Butyl ((1R,2S,3R,4S)-3-(((1-methylcyclobutyl)methyl)carbamoyl)bicyclo[2.2.2]oct-5-en-2-yl)carbamate CC1(CCC1)CNC(=O)[C@H]1[C@H]([C@H]2C=C[C@@H]1CC2)NC(OC(C)(C)C)=O |r|